(R)-4-(3-(3-hydroxy-1-methyl-2-oxopyrrolidin-3-yl)phenyl)-2-(1-tosyl-1H-pyrrolo[2,3-b]pyridin-3-yl)thiazole-5-carbonitrile O[C@@]1(C(N(CC1)C)=O)C=1C=C(C=CC1)C=1N=C(SC1C#N)C1=CN(C2=NC=CC=C21)S(=O)(=O)C2=CC=C(C)C=C2